3-(5-methyl-1,2,4-oxadiazol-3-yl)-N-[(3S)-pyrrolidin-3-yl]benzamide (S)-quinuclidin-3-yl-(7-(4-fluorophenyl)-3,3-dimethylchroman-4-yl)carbamate N12CC(C(CC1)CC2)N(C(O)=O)[C@H]2C(COC1=CC(=CC=C21)C2=CC=C(C=C2)F)(C)C.CC2=NC(=NO2)C=2C=C(C(=O)N[C@@H]1CNCC1)C=CC2